C1(CC1)OC1=NN(C(C2=CC=C(C=C12)C(F)(F)F)=O)CC(=O)O 2-(4-cyclopropoxy-1-oxo-6-(trifluoromethyl)phthalazin-2(1H)-yl)acetic acid